4-([1,1'-biphenyl]-4-yl)-1-(methylsulfonyl)-1H-1,2,3-triazole C1(=CC=C(C=C1)C=1N=NN(C1)S(=O)(=O)C)C1=CC=CC=C1